5-amino-2-isopropyl-6-(3-methoxy-2,6-dimethylphenyl)-3-(trifluoromethyl)-2,6-dihydropyrrolo[2,3-C]pyrazole-4-carboxamide NC1=C(C=2C(=NN(C2C(F)(F)F)C(C)C)N1C1=C(C(=CC=C1C)OC)C)C(=O)N